F[Ge](=O)O fluoro-germanic acid